N-(3-(N-(2-(2,4-difluorophenyl)-2-oxoethyl)formamido)bicyclo[1.1.1]pentan-1-yl)-2-(3-cis-(trifluoromethoxy)cyclobutoxy)acetamide FC1=C(C=CC(=C1)F)C(CN(C=O)C12CC(C1)(C2)NC(COC2(CCC2)OC(F)(F)F)=O)=O